(Z)-1-(4-amino-2-fluorobut-2-en-1-yl)-4-(pyrimidin-5-yl)-1H-benzo[d][1,2,3]triazole-6-carbonitrile hydrochloride Cl.NC\C=C(\CN1N=NC2=C1C=C(C=C2C=2C=NC=NC2)C#N)/F